1-(2-bromophenyl)-4-(((2-methylbiphenyl-3-yl)methoxy)methyl)-1H-1,2,3-triazole BrC1=C(C=CC=C1)N1N=NC(=C1)COCC=1C(=C(C=CC1)C1=CC=CC=C1)C